(±)-cis-tert-butyl 7-[3-[[1-tert-butoxycarbonyl-3-fluoro-4-piperidyl]oxycarbonylamino]-8-chloro-7-fluoro-6-isoquinolyl]-8-methyl-2,3-dihydropyrido[2,3-b][1,4]oxazine-1-carboxylate C(C)(C)(C)OC(=O)N1C[C@H]([C@H](CC1)OC(=O)NC=1N=CC2=C(C(=C(C=C2C1)C1=C(C2=C(OCCN2C(=O)OC(C)(C)C)N=C1)C)F)Cl)F |r|